CN(C(=S)S[SH-]C(N(C)C)=S)C dimethylthiocarbamoylthio-N,N-dimethyldithiocarbamate